BrC=1C=CC(=C(C1)C1(CC(C1)(C(=O)O)C)O)F 3-(5-bromo-2-fluorophenyl)-3-hydroxy-1-methylcyclobutanecarboxylic acid